2-amino-1,3-diethoxycarbonyl-azulene isononanoate (cetyl-isononanoate) C(CCCCCCCCCCCCCCC)C(C(=O)O)CCCCC(C)C.C(CCCCCC(C)C)(=O)O.NC1=C(C2=CC=CC=CC2=C1C(=O)OCC)C(=O)OCC